O(C1=CC=CC=C1)C1=CC=C(C=C1)C1=NN2C(NCCC2C2CCNCC2)=C1C(=O)N 2-(4-phenoxyphenyl)-7-(piperidin-4-yl)-4,5,6,7-tetrahydro-pyrazolo[1,5-a]pyrimidine-3-carboxamide